4-(5-(3,5-dichlorophenyl)-5-(trifluoromethyl)-4,5-dihydroisoxazol-3-yl)-N'-(2-fluoro-6-iodobenzoyl)-2-methylbenzoyl-hydrazine ClC=1C=C(C=C(C1)Cl)C1(CC(=NO1)C1=CC(=C(C(=O)NNC(C2=C(C=CC=C2I)F)=O)C=C1)C)C(F)(F)F